CC1(C(CC2=CC=CC=C12)NC1=CC=C(C=C1)[C@@H](C(F)(F)F)N(C(CCCC(=O)O)=O)C)C 5-(((1S)-1-(4-((1,1-dimethyl-2,3-dihydro-1H-inden-2-yl)amino)phenyl)-2,2,2-trifluoroethyl)(methyl)amino)-5-oxopentanoic acid